8-methoxy-9-(3-methoxypropoxy)-4,4-dimethyl-1,2,3,4,4a,10b-hexahydrophenanthridine COC=1C=C2C=NC3C(CCCC3C2=CC1OCCCOC)(C)C